2-chloro-4-(2-fluorophenyl)-5-methylpyrimidine ClC1=NC=C(C(=N1)C1=C(C=CC=C1)F)C